(R)-7-ethyl-2-(((1-(4-fluorobenzyl)-1H-pyrazol-4-yl)methyl)amino)-8-methyl-7,8-dihydropteridin-6(5H)-one C(C)[C@@H]1C(NC=2C=NC(=NC2N1C)NCC=1C=NN(C1)CC1=CC=C(C=C1)F)=O